COC1=C(C(=O)NCC(F)(F)F)C(=CC(=C1)N1C=NC2=C1C=CC(=C2)C=2C=NN(C2)C2COC2)OC 2,6-dimethoxy-4-[5-(1-(oxetan-3-yl)pyrazol-4-yl)benzimidazol-1-yl]-N-(2,2,2-trifluoroethyl)benzamide